Trans-(4-(trifluoromethyl)cyclohexyl)methanol FC([C@@H]1CC[C@H](CC1)CO)(F)F